4-(butylsulfanyl)-7-(diethylamino)-6-nitro-2-oxo-2H-chromene-3-formaldehyde C(CCC)SC1=C(C(OC2=CC(=C(C=C12)[N+](=O)[O-])N(CC)CC)=O)C=O